2-((6-bromo-4-iodopyridin-3-yl)oxy)ethan-1-ol BrC1=CC(=C(C=N1)OCCO)I